1,1-bis(3-bromo-4-hydroxyphenyl)-3,3,5-trimethylcyclohexane BrC=1C=C(C=CC1O)C1(CC(CC(C1)C)(C)C)C1=CC(=C(C=C1)O)Br